NC=1C=C(OCCCCCOC2=CC(=CC=C2)N)C=CC1 1,5-bis(3-aminophenoxy)Pentane